4,7-bis(3-2-ethylhexyl-phenyl)-2,9-dimethyl-1,10-phenanthroline CCC(CCC1=C(C=CC=C1)C1=CC(=NC2=C3N=C(C=C(C3=CC=C12)C1=C(C=CC=C1)CCC(CCC)CC)C)C)CCC